FC(C(=O)O)(F)F.N1CCC2=C(C=CC=C12)C1=NC=CC(=C1)C=O 2-(2,3-Dihydro-1H-indol-4-yl)pyridine-4-carbaldehyde trifluoroacetate